1-[1-[3-amino-6-(2-hydroxyphenyl)pyridazin-4-yl]pyrazol-4-yl]piperidine-4-carbaldehyde NC=1N=NC(=CC1N1N=CC(=C1)N1CCC(CC1)C=O)C1=C(C=CC=C1)O